C(CCCCCCCCCCC)NCC(O)(O)O N-lauryldihydroxyethanolamine